Methyl-malonyl-CoA CC(C(=O)SCCNC(CCNC([C@@H](C(COP(OP(OC[C@@H]1[C@H]([C@H]([C@@H](O1)N1C=NC=2C(N)=NC=NC12)O)OP(=O)(O)O)(=O)O)(=O)O)(C)C)O)=O)=O)C(=O)O